tert-butyl 4-[6-(4,4,5,5-tetramethyl-1,3,2-dioxaborolan-2-yl)pyridin-3-yl]piperazine-1-carboxylate CC1(OB(OC1(C)C)C1=CC=C(C=N1)N1CCN(CC1)C(=O)OC(C)(C)C)C